BrC=1C=C(C(=O)NC2=C(OC3=C2C=C(C=C3)Cl)C(=O)O)C=CC1C(F)(F)F (3-bromo-4-(trifluoromethyl)benzamido)-5-chlorobenzofuran-2-carboxylic acid